FC1=CC2=C(N=C(N=C2)[C@H]2CNCCC2)N=C1C1=C(C=C(C=C1C)C)OC 6-fluoro-7-(2-methoxy-4,6-dimethyl-phenyl)-2-[(3R)-3-piperidyl]pyrido[2,3-d]pyrimidine